DEAZASPERMIDINE CCCCCNCCCN